4,4-difluoro-N-{4-[5-fluoro-7-methyl-3-(pyridin-2-yl)-1H-pyrrolo[3,2-b]pyridin-2-yl]pyridin-2-yl}-2-(4-fluorophenyl)butanamide FC(CC(C(=O)NC1=NC=CC(=C1)C1=C(C2=NC(=CC(=C2N1)C)F)C1=NC=CC=C1)C1=CC=C(C=C1)F)F